OC1CCC(N(C1)C(=O)OC(C)(C)C)C(=O)[O-] tert-butyl 5-hydroxypiperidine-1,2-dicarboxylate